ClC1=C(C(=O)N(C)C)C=CC(=C1)OCCCCC1CCN(CC1)C([C@](C)(C1=CC=CC=C1)O)=O |o1:24| (S or R)-2-chloro-4-(4-(1-(2-hydroxy-2-phenylpropanoyl)piperidin-4-yl)butoxy)-N,N-dimethylbenzamide